C[Zr]CC(CCCCCCCC)(C)C methyl-(2,2-dimethyldecyl)zirconium